(R)-4-Oxo-6-(4-(pyrrolidin-1-yl)phenyl)-1-(2-((tetrahydrofuran-3-yl)amino)benzo[d]oxazole-6-yl)-1,4-dihydropyridine-3-carboxylic acid O=C1C(=CN(C(=C1)C1=CC=C(C=C1)N1CCCC1)C1=CC2=C(N=C(O2)N[C@H]2COCC2)C=C1)C(=O)O